N1=C(N=CC=C1)CC 1-(pyrimidin-2-yl)ethane